1-((1H-indol-5-yl)sulfonyl)-N-(3,5-difluorophenyl)-1H-pyrrole-3-carboxamide N1C=CC2=CC(=CC=C12)S(=O)(=O)N1C=C(C=C1)C(=O)NC1=CC(=CC(=C1)F)F